BrC1=C(C=C2C=C(N=CC2=C1)OCCCC(F)(F)F)I 7-bromo-6-iodo-3-(4,4,4-trifluorobutoxy)isoquinoline